allylthiophene C=CCC1=CC=CS1